CC=1SC(=NN1)CN1[C@H](CNCC1)C (2S)-2-methyl-5-((2-methylpiperazin-1-yl)methyl)-1,3,4-thiadiazole